β-(3,4-epoxycyclohexyl)ethylethyldimethoxysilane C1(CC2C(CC1)O2)CC[Si](OC)(OC)CC